4-[[3-[1-(2,2-difluoroethyl)-3-(trifluoromethyl)pyrazol-4-yl]imidazo[1,2-a]pyrazin-8-yl]amino]-2-ethyl-N-[2-[(3-hydroxyazetidin-3-yl)methylamino]-2-oxo-ethyl]benzamide formate C(=O)O.FC(CN1N=C(C(=C1)C1=CN=C2N1C=CN=C2NC2=CC(=C(C(=O)NCC(=O)NCC1(CNC1)O)C=C2)CC)C(F)(F)F)F